ClC1=CC2=C(C=N1)C(=NN2C2OCCCC2)N2C1CN(C(C2)C1)C(=O)OC(C)(C)C tert-butyl 5-(6-chloro-1-(tetrahydro-2H-pyran-2-yl)-1H-pyrazolo[4,3-c]pyridin-3-yl)-2,5-diazabicyclo[2.2.1]heptane-2-carboxylate